N-dodecyl-N-benzyl-N,N-dimethyl-ammonium chloride [Cl-].C(CCCCCCCCCCC)[N+](C)(C)CC1=CC=CC=C1